benzyl (4-(1-(2,6-bis(benzyloxy)pyridin-3-yl)-3-methyl-2-oxo-2,3-dihydro-1H-benzo[d]imidazol-5-yl)phenyl)carbamate C(C1=CC=CC=C1)OC1=NC(=CC=C1N1C(N(C2=C1C=CC(=C2)C2=CC=C(C=C2)NC(OCC2=CC=CC=C2)=O)C)=O)OCC2=CC=CC=C2